tert-butyl 3-(1-(benzyloxy)-3-((3aS,4R,6R)-3a,5,5-trimethylhexahydro-4,6-methanobenzo[d][1,3,2]dioxaborolan-2-yl)propan-2-yl)-2-((tert-butoxycarbonyl)oxy)-6-(ethoxymethyl)benzoate C(C1=CC=CC=C1)OCC(CB1O[C@@]2(C(O1)C[C@@H]1C([C@H]2C1)(C)C)C)C=1C(=C(C(=O)OC(C)(C)C)C(=CC1)COCC)OC(=O)OC(C)(C)C